FC(C1=C(C[C@H](N)C(=O)O)C=CC=C1)(F)F (S)-2-Trifluoromethyl-phenylalanine